2-furancarboxamide O1C(=CC=C1)C(=O)N